N[C@H](C(=O)O)CC1=CC(=C(C=C1)NC1=NC=C(C(=N1)NC1CC1)C(F)(F)F)C#C (S)-2-amino-3-(4-((4-(cyclopropylamino)-5-(trifluoromethyl)pyrimidin-2-yl)amino)-3-ethynylphenyl)propanoic acid